ClC1=C(C=CC(=C1)NC(NCC=1C=C2CN(C(C2=CC1)=O)C1C(NC(CC1)=O)=O)=O)CCOCCN(S(=O)(=O)C1=C(C=C(C(=O)O)C=C1)[N+](=O)[O-])C 4-[[2-(2-[2-chloro-4-[([[2-(2,6-dioxopiperidin-3-yl)-1-oxo-3H-isoindol-5-yl]methyl]carbamoyl)amino]phenyl]ethoxy)ethyl](methyl)sulfamoyl]-3-nitrobenzoic acid